C(C)(C)(C)N1N=CC(=C1)C(=O)NCC=1SC(=NN1)C=1N=C2N(C=CN=C2N[C@H]2[C@H](CN(CC2)C)F)C1CC(F)(F)F 1-(tert-butyl)-N-((5-(8-(((3S,4R)-3-fluoro-1-methylpiperidin-4-yl)amino)-3-(2,2,2-trifluoroethyl)imidazo[1,2-a]pyrazin-2-yl)-1,3,4-thiadiazol-2-yl)methyl)-1H-pyrazole-4-carboxamide